(5-(1-methyl-1H-pyrazol-5-yl)-8-(methylamino)-2,7-naphthyridin-3-yl)cyclopropanecarboxamide ethyl-2-(3-(tert-butoxy)-1-(3-fluoro-4-methoxyphenyl)-3-oxopropyl)oxazole-4-carboxylate C(C)OC(=O)C=1N=C(OC1)C(CC(=O)OC(C)(C)C)C1=CC(=C(C=C1)OC)F.CN1N=CC=C1C1=C2C=C(N=CC2=C(N=C1)NC)C1(CC1)C(=O)N